1-[(4S)-7-(3,5-dimethylisoxazol-4-yl)-4-pyridin-2-yl-4,5-dihydroimidazo[1,5,4-de][1,4]benzoxazin-2-yl]piperidine-4-carboxamide CC1=NOC(=C1C1=CC=C2C=3N([C@H](COC31)C3=NC=CC=C3)C(=N2)N2CCC(CC2)C(=O)N)C